trimethionine CSCC[C@@H](C(=O)N[C@@H](CCSC)C(=O)N[C@@H](CCSC)C(=O)O)N